[Cl-].C(C(=C)C)(=O)OCC[N+](C)(C)C 2-methacryloxyethyltrimethylammonium chloride